B1=BOC=C1 DIBOROXOL